4'-(aminomethyl)-3,5-difluoro-N-(5-oxo-5,6,7,8-tetrahydro-1,6-naphthyridin-3-yl)-[1,1'-biphenyl]-2-sulfonamide hydrochloride Cl.NCC1=CC=C(C=C1)C=1C(=C(C=C(C1)F)F)S(=O)(=O)NC=1C=NC=2CCNC(C2C1)=O